N-(6-(4-oxo-3-propyl-3,4-dihydro-quinazolin-6-yl)pyridin-3-yl)pentanamide O=C1N(C=NC2=CC=C(C=C12)C1=CC=C(C=N1)NC(CCCC)=O)CCC